[I-].C(C)(C)(C)C1=CC=C(CNC)C=C1 4-tert-butylbenzyl-methyl-amine iodide